N-hydroxy-4-((3-(2-nitrophenyl)-2,4-dioxo-3,4-dihydroquinazolin-1(2H)-yl)methyl)benzamide ONC(C1=CC=C(C=C1)CN1C(N(C(C2=CC=CC=C12)=O)C1=C(C=CC=C1)[N+](=O)[O-])=O)=O